N1=CC=C2N1CCCCC2=O 5,6,7,8-tetrahydropyrazolo[1,5-a]azepin-4-one